hexafluoroisopropyl acrylate (hexafluoroisopropyl acrylate) FC(C(C(F)(F)F)C(C(=O)O)=C)(F)F.C(C=C)(=O)OC(C(F)(F)F)C(F)(F)F